(R)-1-(2-(1-trityl-1H-imidazol-4-yl)ethyl)pyrrolidine-3-carboxylic Acid C(C1=CC=CC=C1)(C1=CC=CC=C1)(C1=CC=CC=C1)N1C=NC(=C1)CCN1C[C@@H](CC1)C(=O)O